Tert-butyl (2S,4S)-2-(((1H-pyrrolo[3,2-c]pyridin-2-yl)methyl)carbamoyl)-4-(methoxymethyl)pyrrolidine-1-carboxylate N1C(=CC=2C=NC=CC21)CNC(=O)[C@H]2N(C[C@H](C2)COC)C(=O)OC(C)(C)C